NC1=NC=2C=CC(=CC2C2=C1C=NN2C)C(=O)N(N(C)C(=O)C2(CC2)F)CC=2N=NC(=CC2)C(F)(F)F 4-amino-N'-(1-fluorocyclopropane-1-carbonyl)-N',1-dimethyl-N-((6-(trifluoromethyl)pyridazin-3-yl)methyl)-1H-pyrazolo[4,3-c]quinoline-8-carbohydrazide